1-isopropyl-3-((R)-2,2,2-trifluoro-1-((R or S)-3-(2-(5-fluorothiophen-2-yl)ethyl)-1-(2-(6-methylpyridin-3-yl)propan-2-yl)pyrrolidin-3-yl)ethyl)urea C(C)(C)NC(=O)N[C@@H](C(F)(F)F)[C@]1(CN(CC1)C(C)(C)C=1C=NC(=CC1)C)CCC=1SC(=CC1)F |o1:12|